tert-butyl ((1-(((2-nitrophenyl)sulfonamido)methyl)cyclopropyl)methyl)carbamate [N+](=O)([O-])C1=C(C=CC=C1)S(=O)(=O)NCC1(CC1)CNC(OC(C)(C)C)=O